N[C@H]1CN(CCC1)C1=C2C(=NC=C1Br)NC=C2NC(C2=CN=CC(=C2)C)=O (R)-N-(4-(3-aminopiperidin-1-yl)-5-bromo-1H-pyrrolo[2,3-b]pyridin-3-yl)-5-methylnicotinamide